6-bromo-2,3-dimethyl-5-(trifluoromethyl)-[1,2,4]triazolo-[1,5-a]pyrimidin-7-one BrC1=C(N=C2N(C1=O)N=C(N2C)C)C(F)(F)F